4-(isonicotinamido)pyrrolidine-1-carboxylic acid tert-butyl ester C(C)(C)(C)OC(=O)N1CCC(C1)NC(C1=CC=NC=C1)=O